ClC=1C=C(C=CC1)NC(=O)[N-]C1=C[N+](=NO1)CC1=CC=C(C=C1)C=1C(=NC(=NC1)OC)C ((3-chlorophenyl)carbamoyl)(3-(4-(2-methoxy-4-methylpyrimidin-5-yl)benzyl)-1,2,3-oxadiazol-3-ium-5-yl)amide